C1(=CC=CC=C1)C1=CC(=CN1)S(=O)(=O)O 5-phenyl-1H-pyrrole-3-sulfonic acid